N(=[N+]=[N-])[C@@H]1[C@H]([C@@H](SC2=C(C=CC(=C2)Br)F)O[C@@H]([C@@H]1O)CO)O 5-Bromo-2-fluorophenyl 3-azido-3-deoxy-1-thio-α-D-galactopyranoside